3,5-Bis-trifluoromethyl-benzamide FC(C=1C=C(C(=O)N)C=C(C1)C(F)(F)F)(F)F